7-((S)-4-acryloyl-2-methylpiperazin-1-yl)-9-chloro-10-(5-methyl-1H-indazol-4-yl)-2,3-dihydro-5H-[1,4]thiazino[2,3,4-ij]quinazolin-5-one C(C=C)(=O)N1C[C@@H](N(CC1)C1=NC(N2C3=C(C(=C(C=C13)Cl)C1=C3C=NNC3=CC=C1C)SCC2)=O)C